C(C)(C)N1N=C(C2=C1C=NN(C2=O)CC(=O)N[C@@H](C)C2=CC=C(C=C2)OC(F)(F)F)C (S)-2-(1-isopropyl-3-methyl-4-oxo-1,4-dihydro-5H-pyrazolo[3,4-d]pyridazin-5-yl)-N-(1-(4-(trifluoromethoxy)phenyl)ethyl)acetamide